dimethyl 2,2'-dimethoxy-[1,1'-biphenyl]-4,4'-dicarboxylate COC1=C(C=CC(=C1)C(=O)OC)C1=C(C=C(C=C1)C(=O)OC)OC